4-(dimethylamino)-N-(2-methyl-5-(3-methyl-5-(6-methyl-7-oxo-2-(1H-tetrazol-5-yl)-6,7-dihydro-1H-pyrrolo[2,3-c]pyridin-4-yl)phenoxy)phenyl)butanamide CN(CCCC(=O)NC1=C(C=CC(=C1)OC1=CC(=CC(=C1)C=1C2=C(C(N(C1)C)=O)NC(=C2)C2=NN=NN2)C)C)C